CC(C(C=1C=C(C(C)(C)OOC(C)(C)C2=CC(=CC=C2)C(C(CC)(C)C)(C)C)C=CC1)(C)C)(CC)C 3-tetramethylbutylcumyl peroxide